C1(CCCCC1)C(=O)OCC(C)C isobutyl cyclohexanecarboxylate